6-[(R)-{[8-(1-methyl-1H-indol-6-yl)quinoxalin-6-yl]amino}(pyridin-3-yl)methyl]-2,3-dihydropyridazin CN1C=CC2=CC=C(C=C12)C=1C=C(C=C2N=CC=NC12)N[C@@H](C=1C=CCNN1)C=1C=NC=CC1